1-(4-(5-(2-fluoro-6-hydroxyphenyl)-1H-benzo[d]imidazol-1-yl)piperidin-1-yl)prop-2-en-1-one FC1=C(C(=CC=C1)O)C1=CC2=C(N(C=N2)C2CCN(CC2)C(C=C)=O)C=C1